5-(Trifluoromethyl)benzo[b]thiophen-3-amine FC(C1=CC2=C(SC=C2N)C=C1)(F)F